8-(4-(tert-butoxy)-6,8-difluoro-2-(((2R,7aS)-2-Fluorotetrahydro-1H-pyrrolizine-7a(5H)-yl)methoxy)quinazolin-7-yl)-1-((triisopropylsilyl)ethynyl)isoquinoline-6-yl pivalate C(C(C)(C)C)(=O)OC=1C=C2C=CN=C(C2=C(C1)C1=C(C=C2C(=NC(=NC2=C1F)OC[C@]12CCCN2C[C@@H](C1)F)OC(C)(C)C)F)C#C[Si](C(C)C)(C(C)C)C(C)C